C(C)OC=1C=CC=2C[C@@H]3[C@@H]4C=C[C@@H]([C@H]5[C@@]4(C2C1O5)CCN3C)O 4,5a-epoxy-3-ethoxy-17-methyl-7-morphinen-6a-ol